4-(5-methylthiazol-2-yl)-1-((R)-tetrahydrofuran-3-yl)-N-((R)-1-(2-(trifluoromethyl)pyrimidin-5-yl)ethyl)-1H-indazole-6-carboxamide CC1=CN=C(S1)C1=C2C=NN(C2=CC(=C1)C(=O)N[C@H](C)C=1C=NC(=NC1)C(F)(F)F)[C@H]1COCC1